C1(C=CC=C1)[Ti](C1=C(C(=CC=C1F)NC(C(COCC=C)(C)C)=O)F)(C1=C(C(=CC=C1F)NC(C(COCC=C)(C)C)=O)F)C1C=CC=C1 bis(cyclopentadienyl)bis[2,6-difluoro-3-(2,2-dimethyl-3-allyloxypropanoylamino)phenyl]titanium